1-{[5-(2,4-Difluoro-3-hydroxyphenyl)-1,3,4-thiadiazol-2-yl]methyl}-3-ethyl-1,2,3,4-tetrahydroquinazoline-2,4-dione FC1=C(C=CC(=C1O)F)C1=NN=C(S1)CN1C(N(C(C2=CC=CC=C12)=O)CC)=O